1-{6-[(4,4-Dimethylpentanoyl)amino]pyridin-3-yl}-N-(4-fluorophenyl)cyclobutan-1-carboxamid CC(CCC(=O)NC1=CC=C(C=N1)C1(CCC1)C(=O)NC1=CC=C(C=C1)F)(C)C